FC(C(=O)C(C(C)=O)=CN(C)C)F 3-(difluoroacetyl)-4-(dimethylamino)-3-buten-2-one